tert-Butyl(3-(N-((1,2,3,5,6,7-hexahydro-s-indacen-4-yl)carbamoyl)sulfamoyl)phenyl)carbamate C(C)(C)(C)OC(NC1=CC(=CC=C1)S(NC(NC1=C2CCCC2=CC=2CCCC12)=O)(=O)=O)=O